FC1=CC=C2C=NN(C2=C1CNC(=O)C=1N(C(=C(C1)S(=O)(=O)C1=CC=CC=C1)C)C)C N-((6-fluoro-1-methyl-1H-indazol-7-yl)methyl)-1,5-dimethyl-4-(phenylsulfonyl)-1H-pyrrole-2-carboxamide